Piperidin-2-ylmethyl (7-fluoro-6-(8-methyl-2,3-dihydro-1H-pyrido[2,3-b][1,4]oxazin-7-yl)isoquinolin-3-yl)carbamate FC1=C(C=C2C=C(N=CC2=C1)NC(OCC1NCCCC1)=O)C1=C(C2=C(OCCN2)N=C1)C